[Si](C)(C)(C(C)(C)C)OCCCN1CCC2(C[C@H]([C@@H](C2)O)O)CC1 |r| rac-(2R,3R)-8-(3-((tert-butyldimethylsilyl)oxy)propyl)-8-azaspiro[4.5]decane-2,3-diol